C(C)(C)(C)OC(COC1=CC(=C2C=NNC2=C1)F)=O 2-((4-fluoro-1H-indazol-6-yl)oxy)acetic acid tert-butyl ester